NN(P([O-])([O-])=O)N bis-aminophosphoramidate